C(C)(C)(C)OC(=O)N1CCN(CC1)C1=C(C=C(C=C1)B(O)O)Cl [4-(4-tert-butoxycarbonylpiperazin-1-yl)-3-chloro-phenyl]boronic acid